3-(4-{[7-(trifluoromethoxy)-4-quinazolinyl]oxy}phenyl)-1-[5-(trifluoromethyl)-3-pyridinyl]-2,4-imidazolidinedione FC(OC1=CC=C2C(=NC=NC2=C1)OC1=CC=C(C=C1)N1C(N(CC1=O)C=1C=NC=C(C1)C(F)(F)F)=O)(F)F